bromocodeine CN1CC[C@]23[C@@H]4[C@H]1CC5=C(C=C(C(=C52)O[C@H]3[C@H](C=C4)O)O)Br